BrCCCN1N=C(C(=C1)[N+](=O)[O-])OC 1-(3-bromopropyl)-3-methoxy-4-nitro-pyrazole